2-[3-[4-(3-cyclopropyl-3-hydroxy-azetidine-1-carbonyl)-3-(difluoromethoxy)-5-methoxy-phenyl]imidazo[1,2-a]pyridin-7-yl]-2-methyl-propanenitrile C1(CC1)C1(CN(C1)C(=O)C1=C(C=C(C=C1OC)C1=CN=C2N1C=CC(=C2)C(C#N)(C)C)OC(F)F)O